FCCNC(=O)C1=NC=CC=C1 N-(2-fluoroethyl)pyridinecarboxamide